CON1N=CC=C1C N-methoxy-5-methylpyrazole